4-Chloro-1-isopropyl-6-(methylsulfanyl)-1H-pyrazolo[3,4-d]pyrimidine ClC1=C2C(=NC(=N1)SC)N(N=C2)C(C)C